S(CC(=O)Cl)CC(=O)Cl 2,2'-thiodiacetyl chloride